4-(4-chloro-3-cyclopentylphenoxy)piperidine-1-carboxylic acid tert-butyl ester C(C)(C)(C)OC(=O)N1CCC(CC1)OC1=CC(=C(C=C1)Cl)C1CCCC1